2,6-dichloro-8-fluoro-5-(2-(((R)-1-(3-((4-methoxybenzyl)amino)pyrazin-2-yl)ethyl)amino)ethoxy)quinazolin-4(3H)-one ClC1=NC2=C(C=C(C(=C2C(N1)=O)OCCN[C@H](C)C1=NC=CN=C1NCC1=CC=C(C=C1)OC)Cl)F